C(C)(C)(C)OC(=O)N1CC(C1)C1=CC(=CC=C1)OC(F)(F)F 3-(3-(trifluoromethoxy)phenyl)azetidine-1-carboxylic acid tert-butyl ester